(3S)-5,7-dioxo-octahydroindolizine-3-carboxylic acid methyl ester COC(=O)[C@@H]1CCC2CC(CC(N12)=O)=O